N-acetyl-L-tyrosyl-L-arginine C(C)(=O)N[C@@H](CC1=CC=C(C=C1)O)C(=O)N[C@@H](CCCNC(N)=N)C(=O)O